CC=1NC=2N(C(C1C1=CCC(CC1)=O)=O)N=C(C2C2=CC=CC=C2)C2=CC=CC=C2 5-methyl-6-(4-oxocyclohex-1-en-1-yl)-2,3-diphenylpyrazolo[1,5-a]pyrimidin-7(4H)-one